C(C)(C)(C)OC(=O)N1C[C@]2(CCC2N2CCCC2)CC1.ClC1=CC=C(C=C1)C(=O)N1CCC2(CO2)CC1 (4-chlorophenyl)(1-oxa-6-azaspiro[2.5]oct-6-yl)methanone tert-butyl-(4S)-1-(pyrrolidin-1-yl)-6-azaspiro[3.4]octane-6-carboxylate